N1(CCNCC1)C12CCC(CC1)(CC2)C(=O)O 4-(piperazin-1-yl)bicyclo[2.2.2]octane-1-carboxylic acid